CC1=C(C=CC(=N1)C1=NN2C(NC3=C(CC2)C=CC=C3)=C1C(=O)N)C(NC1=NC(=CC=C1)C)=O 2-(6-methyl-5-((6-methylpyridin-2-yl)carbamoyl)pyridin-2-yl)-9,10-dihydro-4H-benzo[d]pyrazolo[1,5-a][1,3]diazepine-3-carboxamide